Cl.[Al].[Al] dialuminum hydrochloride